7-(2-(benzyloxy)-4-bromophenoxy)heptanoic acid, Methyl ester C(C1=CC=CC=C1)OC1=C(OCCCCCCC(=O)OC)C=CC(=C1)Br